Diazepine-6(5H)-Nitrile N1=NC=CCC(=C1)C#N